6-[(4-cyano-2-fluorobenzyl)oxy]pyridin C(#N)C1=CC(=C(COC2=CC=CC=N2)C=C1)F